Methyl 2-([5-(3-cyclopropoxyphenyl)-1-(2-methoxyphenyl)-1H-pyrazol-3-yl]methoxy)-2-methylpropanoate C1(CC1)OC=1C=C(C=CC1)C1=CC(=NN1C1=C(C=CC=C1)OC)COC(C(=O)OC)(C)C